NC1=NC=CC2=CC=C(C=C12)C=1C=C2CCC3(CCN(CC3)CCC)C2=CC1 5-(1-aminoisoquinolin-7-yl)-1'-propyl-2,3-dihydrospiro[indene-1,4'-piperidine]